ClC=1C=C2C(=C3C4(NC(NC13)=O)CCCCC4)OC(=C2)C(=O)NCCCCO 5'-chloro-N-(4-hydroxybutyl)-7'-oxo-7',8'-dihydro-6'H-spiro[cyclohexane-1,9'-furo[2,3-f]quinazoline]-2'-carboxamide